BrC(=C(C1=CC=C(C=C1)OC#N)C1=CC=C(C=C1)OC#N)Br 1,1-Dibromo-2,2-bis(4-cyanatophenyl)ethylene